3-((13S,15R)-4-fluoro-13-methyl-17-oxo-7,8,9,11,12,13,14,15,16,17-decahydro-6H-cyclopenta[a]phenanthren-15-yl)-N-(piperidin-1-yl)propanamide FC1=CC=CC=2C3CC[C@@]4(C(C[C@H](C4C3CCC12)CCC(=O)NN1CCCCC1)=O)C